[Na+].N1=C(N=CC=C1)C(=O)[O-] pyrimidine-2-carboxylic acid sodium salt